C(CCCCCCCCCCCC(=O)OCC1=CC=CC=C1)(C(=O)OCC1=CC=CC=C1)C(=O)OC(C)(C)C 1,12-dibenzyl 1-(tert-butyl) dodecane-1,1,12-tricarboxylate